monophosphine phosphoramidite P(O)(O)N.P